2-iso-butyl-4-methyltetrahydropyran-4-yl acetate C(C)(=O)OC1(CC(OCC1)CC(C)C)C